COC1=CC(C=C(C1)OC)C(=O)O 3,5-dimethoxycyclohexane-2,5-diene-1-carboxylic acid